2-(5-cyclopropyl-2-(3,6-dihydro-2H-pyran-4-yl)-7-oxo-6-(piperazin-1-yl)-[1,2,4]triazolo[1,5-a]pyrimidin-4(7H)-yl)-N-(4-(trifluoromethyl)phenyl)acetamide C1(CC1)C=1N(C=2N(C(C1N1CCNCC1)=O)N=C(N2)C=2CCOCC2)CC(=O)NC2=CC=C(C=C2)C(F)(F)F